CS(=O)C1=C(C(=C(C=C1)Br)C)C 4-methylsulfinyl-2,3-dimethylbromobenzene